8-bromo-6-methyl-2-(pyrrolidin-1-yl)quinoxaline BrC=1C=C(C=C2N=CC(=NC12)N1CCCC1)C